6,8-Dioxabicyclooctan-4-ol C1(CCC(COCO1)O)C1CCCCCCC1